N-[4-chloro-3-[(1-cyanocyclopropyl)carbamoyl]phenyl]-2-methyl-4-methylsulfonyl-5-(1,1,2,2,2-penta-fluoroethyl)pyrazole-3-carboxamide ClC1=C(C=C(C=C1)NC(=O)C=1N(N=C(C1S(=O)(=O)C)C(C(F)(F)F)(F)F)C)C(NC1(CC1)C#N)=O